3-bromo-5-chloro-N-(furan-2-ylmethyl)thieno[3,2-b]pyridin-7-amine BrC1=CSC=2C1=NC(=CC2NCC=2OC=CC2)Cl